(Z)-N-(2,2-diethoxyethyl)-1-(methylthio)-2-nitroethen-1-amine C(C)OC(CN/C(=C/[N+](=O)[O-])/SC)OCC